N-(3-chloropropyl)-2,6-difluoro-3-nitrobenzamide ClCCCNC(C1=C(C(=CC=C1F)[N+](=O)[O-])F)=O